(S)-7-((3S,5R)-3,5-dimethylpiperazin-1-yl)-3-(methoxymethyl)-10-(5-methylthiophen-2-yl)-9-(trifluoromethyl)-2H-[1,4]thiazino[2,3,4-ij]quinazolin-5(3H)-one C[C@H]1CN(C[C@H](N1)C)C1=NC(N2C3=C(C(=C(C=C13)C(F)(F)F)C=1SC(=CC1)C)SC[C@@H]2COC)=O